ClC1=CC=C(C=C1)C1=CC(=CN=N1)C(=O)NCC=1C(=NC=CC1)N1CCOCC1 6-(4-chlorophenyl)-N-[(2-morpholino-3-pyridinyl)methyl]pyridazine-4-carboxamide